C1(=CC=C(C=C1)C=1OC=CC1)C1=CC=CC=C1 ([1,1'-biphenyl]-4-yl)furan